4,6-dichloro-N-(3-((3-fluoropyridin-2-yl)methyl)-4-oxo-3,4-dihydroquinazolin-5-yl)-5-hydroxypicolinamide ClC1=CC(=NC(=C1O)Cl)C(=O)NC1=C2C(N(C=NC2=CC=C1)CC1=NC=CC=C1F)=O